(4-amino-butyl)(5-amino-pentyl)amine NCCCCNCCCCCN